9-(4-((1-(3,3-difluoropropyl)azetidin-3-ylidene)methyl)phenyl)-8-(2,3-dihydro-1H-inden-4-yl)-6,7-dihydro-5H-benzo[7]annulene-3-carboxylic acid FC(CCN1CC(C1)=CC1=CC=C(C=C1)C1=C(CCCC2=C1C=CC(=C2)C(=O)O)C2=C1CCCC1=CC=C2)F